CC1(CCC(CO1)NC(=O)C1=NC=CC(=N1)C1=CN=CN1C)C N-(6,6-dimethyltetrahydro-2H-pyran-3-yl)-4-(1-methyl-1H-imidazol-5-yl)pyrimidine-2-carboxamide